CN(C(CC)=O)C1CCC(CC1)N1C(C=C(C2=C1N=C(N=C2)SC)C#C[Si](C(C)C)(C(C)C)C(C)C)=O N-Methyl-N-[(1s,4s)-4-[2-(methylsulfanyl)-7-oxo-5-[2-(triisopropylsilyl)ethynyl]pyrido[2,3-d]pyrimidin-8-yl]cyclohexyl]propanamide